C1(CC1)C1=NN=C2N1N=C(C=C2NCC2=NC=CC=C2)N[C@H]2COCCC2 (R)-3-cyclopropyl-N8-(pyridin-2-ylmethyl)-N6-(tetrahydro-2H-pyran-3-yl)-[1,2,4]triazolo[4,3-b]pyridazine-6,8-diamine